(R)-4-(4-ethyl-1H-pyrazol-5-yl)-6-(3-(methylamino)pyrrolidin-1-yl)pyrimidin-2-amine C(C)C=1C=NNC1C1=NC(=NC(=C1)N1C[C@@H](CC1)NC)N